ClC1=C(C=C(C=C1N1[C@H](CNCC1)C)C#N)NC1=NC=2N(C(=N1)NC1CC1)N=CC2C#N 2-({2-chloro-5-cyano-3-[(2S)-2-methylpiperazin-1-yl]phenyl}amino)-4-(cyclopropylamino)pyrazolo[1,5-a][1,3,5]triazine-8-carbonitrile